tert-Butyl (2S)-2-(6-bromo-4-oxo-3,4-dihydrothieno[3,2-d]pyrimidin-2-yl)-3,6-dihydropyridine-1(2H)-carboxylate BrC1=CC=2N=C(NC(C2S1)=O)[C@H]1N(CC=CC1)C(=O)OC(C)(C)C